C(C1=CC=CC=C1)O[C@H]1[C@H]([N+](=C[C@@H]([C@H]1OCC1=CC=CC=C1)OCC1=CC=CC=C1)[O-])COCC1=CC=CC=C1 (2R,3S,4S,5S)-3,4,5-tris(benzyloxy)-2-((benzyloxy)methyl)-2,3,4,5-tetrahydropyridine-1-oxide